4,5-dichloro-2-((2R,4S)-rel-2-(hydroxymethyl)piperidin-4-yl)phenol ClC1=CC(=C(C=C1Cl)O)[C@@H]1C[C@@H](NCC1)CO |o1:9,11|